FC(SC1=C(C=C(C(=N1)OC)N)F)F 6-((difluoromethyl)thio)-5-fluoro-2-methoxypyridin-3-amine